9-trimethoxysilyl-3,6-diazidononyl acetate C(C)(=O)OCCC(CCC(CCC[Si](OC)(OC)OC)N=[N+]=[N-])N=[N+]=[N-]